ClC1([C@H]([C@@H]1C1=CC=C(C=C1)OC)C=1C=C(C=CC1)S(F)(F)(F)(F)F)Cl trans-(3-(2,2-dichloro-3-(4-methoxyphenyl)cyclopropyl)phenyl)pentafluoro-lambda6-sulfane